C1NCC12CC(C2)NC(OC(C)(C)C)=O Tert-butyl (2-azaspiro[3.3]heptane-6-yl)carbamate